4-ethyl-7-methyl-2-(piperidin-4-yl)-2,4-dihydro-5H-pyrazolo[3,4-c]isoquinolin-5-one C(C)N1C(C=2C=C(C=CC2C=2C1=NN(C2)C2CCNCC2)C)=O